2,3,3',4-Biphenyltetracarboxylic acid C=1(C(=C(C(=CC1)C(=O)O)C(=O)O)C(=O)O)C1=CC(=CC=C1)C(=O)O